ClC1=CC=C(C=C1)S(=O)(=O)NC=1C(=NN(C1C(=O)N[C@@H](C)C(C)(C)C)C)C1CCC(CC1)(F)F (S)-4-((4-chlorophenyl)sulfonamido)-3-(4,4-difluorocyclohexyl)-N-(3,3-dimethylbutan-2-yl)-1-methyl-1H-pyrazole-5-carboxamide